(1R,4R,5E)-5-ethylidenebicyclo[2.2.1]hept-2-ene C(/C)=C/1\[C@H]2C=C[C@@H](C1)C2